FC1=C(C(=CC=C1C(F)(F)F)C1=C(N=C(N=N1)N1CC[C@H]2[C@@H]1CN(CC2)C)C)O 2-fluoro-6-(5-methyl-3-((3aS,7aR)-6-methyloctahydro-1H-pyrrolo[2,3-c]pyridin-1-yl)-1,2,4-triazin-6-yl)-3-(trifluoromethyl)phenol